FC1=CC=C2C3=C(NC2=C1)C(=NC=C3)C3=CN=NN3 7-fluoro-1-(1H-1,2,3-triazol-5-yl)-9H-pyrido[3,4-b]indole